C(C)(C)(C)OC(=O)N1CC(=CC1)C1=CC=C(C=C1)CC1=CC=C(C=C1)N1N=C(C=C1C)C(N)=O 3-(4-(4-(3-carbamoyl-5-methyl-1H-pyrazol-1-yl)benzyl)phenyl)-2,5-dihydro-1H-pyrrole-1-carboxylic acid tert-butyl ester